methyl (1r,4r)-4-((5-(2-(2-aminopyridin-3-yl)-6-phenyl-1H-benzo[d]imidazol-1-yl)-6-methylpyridin-2-yl)carbamoyl)cyclohexane-1-carboxylate NC1=NC=CC=C1C1=NC2=C(N1C=1C=CC(=NC1C)NC(=O)C1CCC(CC1)C(=O)OC)C=C(C=C2)C2=CC=CC=C2